C(C)(C)(C)N1C[C@H]([C@@H](C1)C1=CC=CC=C1)C(=O)NC1=CC(=CC=C1)OC1=CC(=CC=C1)C trans-tert-Butyl-4-phenyl-N-[3-(3-methylphenoxy)phenyl]pyrrolidine-3-carboxamide